tert-butyl (S)-(3-(2'-(3-amino-2-chlorophenyl)-3'-chloro-6-methoxy-[2,4'-bipyridin]-5-yl)propyl)((5-oxopyrrolidin-2-yl)methyl)carbamate NC=1C(=C(C=CC1)C1=NC=CC(=C1Cl)C1=NC(=C(C=C1)CCCN(C(OC(C)(C)C)=O)C[C@H]1NC(CC1)=O)OC)Cl